N-((4-ethylcyclohexyl)methyl)-2-(6-oxo-3-phenylpyridazin-1(6H)-yl)acetamide C(C)C1CCC(CC1)CNC(CN1N=C(C=CC1=O)C1=CC=CC=C1)=O